FC1=CC2=C(N(C(=N2)N2C[C@H]([C@@H](CC2)F)N)[C@H](C)C2=CC=C(C=C2)C(F)(F)F)C=C1F (3R,4R)-1-(5,6-Difluoro-1-((1R)-1-(4-(trifluoromethyl)phenyl)ethyl)-1H-benzimidazol-2-yl)-4-fluoro-3-piperidinamin